7-methyl-2-[3-(trifluoromethyl)phenyl]pyrazolo[1,5-a]pyrimidine-6-carboxylic acid CC1=C(C=NC=2N1N=C(C2)C2=CC(=CC=C2)C(F)(F)F)C(=O)O